7-((R)-1-hydroxy-2-((3aS,5S,6aR)-3a-hydroxy-5-phenoxyhexahydrocyclopenta[c]pyrrol-2(1H)-yl)ethyl)-1,3,4,5-tetrahydro-2H-benzo[b]azepin-2-one O[C@@H](CN1C[C@@H]2[C@](C1)(C[C@H](C2)OC2=CC=CC=C2)O)C2=CC1=C(NC(CCC1)=O)C=C2